2,2-bis(4-oxocyclohexyl)perfluoropropane O=C1CCC(CC1)C(C(F)(F)F)(C(F)(F)F)C1CCC(CC1)=O